4,8-Dihydroxyanthracen-9,10-dion OC1=CC=CC=2C(C3=C(C=CC=C3C(C12)=O)O)=O